4-(n-butyl)-4-aza-10-oxo-tricyclo[5.2.1.02,6]-8-decen-3-one C(CCC)N1C(C2C3C=CC(C2C1)C3=O)=O